C(C)OC(C(C)(C)OC1=C(C=C(C=C1C)CN1N=CN(C1=O)C1=CC(=C(C=C1)C(F)(F)F)F)C)=O 2-(4-((4-(3-fluoro-4-(trifluoromethyl)phenyl)-5-oxo-4,5-dihydro-1H-1,2,4-triazol-1-yl)methyl)-2,6-dimethylphenoxy)-2-methylpropanoic acid ethyl ester